C(C1=CC=CC=C1)OCC[C@H]1[C@@H](C1)C(=O)OC(C)(C)C Tert-butyl (1R,2S)-2-(2-(benzyloxy)ethyl)cyclopropanecarboxylate